FC1(CCC(CC1)C(O)C1=CC=2C(=NC(=CC2)C2=CC=3C(N=C2)=NN(C3)C)S1)F (4,4-difluorocyclohexyl)(6-(2-methyl-2H-pyrazolo[3,4-b]pyridin-5-yl)thieno[2,3-b]pyridin-2-yl)methanol